FC(S(=O)(=O)O)(F)F.C(C)N1C(N(C=C1)C)C 1-ethyl-2,3-dimethylimidazole trifluoromethanesulfonate